dl-4-(4-aminophenyl)-butyrate NC1=CC=C(C=C1)CCCC(=O)[O-]